2-(2-{2-[3-(1-acetylazetidin-3-yl)-5'-fluoro-1'-methyl-1H,1'H-[4,6'-biindazol]-1-yl]acetamido}acetamido)acetic acid C(C)(=O)N1CC(C1)C1=NN(C=2C=CC=C(C12)C1=C(C=C2C=NN(C2=C1)C)F)CC(=O)NCC(=O)NCC(=O)O